C(C)C(C(=O)[O-])CCCC.C(C)C(C(=O)[O-])CCCC.[Zr+4] zirconium (IV) bis(2-ethylhexanoate)